(R)-2-(3-amino-6-(tetrahydro-2H-pyran-4-yl)pyrazin-2-yl)-6-(methoxymethyl)-5-((6-methylpyridin-2-yl)methyl)-6,7-dihydropyrazolo[1,5-a]pyrazin-4(5H)-one NC=1C(=NC(=CN1)C1CCOCC1)C1=NN2C(C(N([C@H](C2)COC)CC2=NC(=CC=C2)C)=O)=C1